2-(3-(5-methylisoxazol-3-yl)-6-((6-(oxetane-3-yl)-5,6,7,8-tetrahydro-1,6-naphthyridin-2-yl)methoxy)-[1,2,4]triazolo[4,3-b]pyridazin-7-yl)propan-2-ol CC1=CC(=NO1)C1=NN=C2N1N=C(C(=C2)C(C)(C)O)OCC2=NC=1CCN(CC1C=C2)C2COC2